BrC1=CC=C(OCC2=C(C(=NN2C)C)C)C=C1 5-((4-bromophenoxy)methyl)-1,3,4-trimethyl-1H-pyrazole